FC1=C(C(=C(C=C1C1=NN(C=2C1=NC=C(C2)N2C1(CC1)COCC2)C)C(F)(F)F)F)O 2,6-Difluoro-3-(1-methyl-6-(7-oxa-4-azaspiro[2.5]octan-4-yl)-1H-pyrazolo[4,3-b]pyridin-3-yl)-5-(trifluoromethyl)phenol